1,1'-diphenylphosphinoferrocene palladium dichloride [Pd](Cl)Cl.C1(=CC=CC=C1)P[C-]1C=CC=C1.[C-]1(C=CC=C1)PC1=CC=CC=C1.[Fe+2]